((2S)-1-(((2S)-4-(ethylamino)-3-hydroxy-4-oxo-1-((R)-2-oxopyrrolidin-3-yl)butan-2-yl)amino)-1-oxohexan-2-yl)carbamic acid 2,2-difluoro-2-(3-fluorophenyl)-1-phenylethyl ester FC(C(C1=CC=CC=C1)OC(N[C@H](C(=O)N[C@@H](C[C@@H]1C(NCC1)=O)C(C(=O)NCC)O)CCCC)=O)(C1=CC(=CC=C1)F)F